3-chloro-4-phenylpyridinecarbonitrile ClC=1C(=NC=CC1C1=CC=CC=C1)C#N